CNS(=O)(=O)C1=CC=C(C=C1)NC=O N-(4-(N-methylsulfamoyl)phenyl)carboxamide